N1CCCNC2=C1C=CC=C2 tetrahydro-1,5-benzodiazepin